C(C)(C)(C)OC(C1=C(N=C(C(=C1)CO)C(C)(C)C)OC)=O tert-butyl-5-(hydroxymethyl)-2-methoxynicotinic acid tert-butyl ester